CC1=NC=CC(=C1)N1N=CC(=C1)NC(=O)C=1N=C(SC1)C=1C=NNC1 N-(1-(2-Methylpyridin-4-yl)-1H-pyrazol-4-yl)-2-(1H-pyrazol-4-yl)thiazole-4-carboxamide